7-methoxy-4-(4-(4-chloro-3-fluorobenzoyl)phenoxy)quinoline-6-carboxamide COC1=C(C=C2C(=CC=NC2=C1)OC1=CC=C(C=C1)C(C1=CC(=C(C=C1)Cl)F)=O)C(=O)N